[Ir].C(CCCCC)C=1C=CC(=C(C1)C(C(C)=O)(C(C)=O)C1=C(C=CC(=C1)CCCCCC)C1=NC=CC2=CC=CC=C12)C1=NC=CC2=CC=CC=C12 bis[5-hexyl-2-(1-isoquinolinyl)phenyl](2,4-pentanedione) iridium